pentafluorodecylsulfonic acid FC(CCCCCCCCC(F)(F)F)(F)S(=O)(=O)O